1-(2-bromo-6-(methylamino)-4-(tetrahydro-2H-pyran-4-yl)phenyl)ethan-1-one BrC1=C(C(=CC(=C1)C1CCOCC1)NC)C(C)=O